(rac)-((1s,3s)-3-Hydroxy-3-methylcyclobutyl)(6-(2-methyl-3-(trifluoromethyl)phenyl)-2-azaspiro[3.4]octan-2-yl)methanone OC1(CC(C1)C(=O)N1CC2(C1)C[C@@H](CC2)C2=C(C(=CC=C2)C(F)(F)F)C)C |r|